DL-tyrosine hydrochloride Cl.N[C@@H](CC1=CC=C(C=C1)O)C(=O)O |r|